C(#N)C=1COC(C1C)(C)C 3-cyano-4,5,5-trimethyl-furan